2-((1,3-dihydroxypropan-2-yl)amino)-1-(4-(2-(3,4-dimethoxyphenyl)-3-isopropyl-1H-indol-5-yl)piperidin-1-yl)ethan-1-one OCC(CO)NCC(=O)N1CCC(CC1)C=1C=C2C(=C(NC2=CC1)C1=CC(=C(C=C1)OC)OC)C(C)C